CC1=C(C=C(C=C1)C1=NN=C(N1)C1=CC=CC=C1)S(=O)(=O)C1OC2(OC1)CNCCC2 ((2-methyl-5-(5-phenyl-4H-1,2,4-triazol-3-yl)phenyl)sulfonyl)-1,4-dioxa-7-azaspiro[4.5]decane